tert-butyl (2R,4S)-4-[3-bromo-4-carbamoyl-5-[(2-methoxyethyl)amino]pyrazol-1-yl]-2-(methoxymethyl)pyrrolidine-1-carboxylate BrC1=NN(C(=C1C(N)=O)NCCOC)[C@H]1C[C@@H](N(C1)C(=O)OC(C)(C)C)COC